(S)-N-(7-chloro-2-(1-(3-ethoxy-4-methoxyphenyl)-2-(methylsulfonyl)ethyl)-1,3-dioxoisoindolin-4-yl)acetamide ClC=1C=CC(=C2C(N(C(C12)=O)[C@H](CS(=O)(=O)C)C1=CC(=C(C=C1)OC)OCC)=O)NC(C)=O